C(C1=CC=CC=C1)OC1=NC(=CC=C1N1C(=NC2=C1C=CC(=C2)Br)C)OCC2=CC=CC=C2 1-(2,6-Bis(benzyloxy)pyridin-3-yl)-5-bromo-2-methyl-1H-benzo[d]imidazole